The molecule is hexaanion of cob(II)yrinic acid arising from global deprotonation of the carboxy groups. It is a conjugate base of a cob(II)yrinic acid. C/C/1=C/2\\[C@@]([C@@H](C(=N2)/C=C\\3/C([C@@H](C(=N3)/C(=C\\4/[C@]([C@H]([C@@H]([N-]4)[C@]5([C@@]([C@@H](C1=N5)CCC(=O)[O-])(C)CC(=O)[O-])C)CC(=O)[O-])(C)CCC(=O)[O-])/C)CCC(=O)[O-])(C)C)CCC(=O)[O-])(C)CC(=O)[O-].[Co+2]